(2R,3R,4R,5S)-2-(hydroxymethyl)-1-octylpiperidine-3,4,5-triol OC[C@H]1N(C[C@@H]([C@H]([C@@H]1O)O)O)CCCCCCCC